NC1CCC(CC1)C(C)NC=1C=C(C=CC1C(F)(F)F)C1=NNC(O1)=O 5-[3-({1-[(1R,4r)-4-aminocyclohexyl]ethyl}amino)-4-(trifluoromethyl)phenyl]-1,3,4-oxadiazol-2(3H)-one